bromo[tri(1-pyrrolidinyl)]phosphonium hexafluorophosphate F[P-](F)(F)(F)(F)F.Br[P+](N1CCCC1)(N1CCCC1)N1CCCC1